C1(=NC=CC2=CN=CC=C12)C(=O)NC(C(=O)N)CCC(C(=O)N)=O 2-(2,6-naphthyridine-1-carboxamido)-5-oxohexanediamide